NC1=NC=2C=CC(=CC2C2=C1C=NN2C)C(=O)N(CC2=NC=C(C=C2)C(F)(F)F)N2C(O[C@@H](C2)C)=O (R)-4-amino-1-methyl-N-(5-methyl-2-oxooxazolidin-3-yl)-N-((5-(trifluoromethyl)pyridin-2-yl)methyl)-1H-pyrazolo[4,3-c]quinoline-8-carboxamide